4-[(2,5-difluorophenoxyethylsulfanyl)methyl]1,3-dihydroimidazole-2-thione FC1=C(OCCSCC=2NC(NC2)=S)C=C(C=C1)F